2-(2,4-diisopropyl-7-oxothieno[2,3-d]pyridazin-6(7H)-yl)acetic acid C(C)(C)C1=CC2=C(C(N(N=C2C(C)C)CC(=O)O)=O)S1